N1-(Thiazol-5-ylmethyl)-5-(5-(trifluoromethyl)-4H-1,2,4-triazol-3-yl)benzene-1,2-diamine S1C=NC=C1CNC=1C(=CC=C(C1)C1=NN=C(N1)C(F)(F)F)N